BrC=1C=CC=2CC3=CC(=CC=C3C2C1)Br 3,7-dibromo-9H-fluorene